C1(=CC=CC2=CC=CC=C12)CC(CN)(C)N 2-(1-naphthylmethyl)-1,2-propanediamine